C(C)OC(=O)C=1C(OC2=CC=CC=C2C1C1=CC=C(C=C1)N(C1=CC=CC=C1)C1=CC=CC=C1)=O [4-(Diphenylamino)phenyl]coumarin-3-carboxylic acid ethyl ester